CC(=O)NCCCNCCCC=O The molecule is the N-(3-acetamidopropyl)-derivative of 4-aminobutanal. It is a monocarboxylic acid amide and an alpha-CH2-containing aldehyde. It is a conjugate base of a N-(3-acetamidopropyl)-4-ammoniobutanal.